N-(tert-Butoxycarbonyl)-O-butyl-L-serine C(C)(C)(C)OC(=O)N[C@@H](COCCCC)C(=O)O